octadecyl-3-(3,5-di-tert-butyl-4-hydroxyphenyl)propionic acid C(CCCCCCCCCCCCCCCCC)C(C(=O)O)CC1=CC(=C(C(=C1)C(C)(C)C)O)C(C)(C)C